CN(C(=O)C1CCCCCC(C2=NN=C(C=3C(=CC(=C(N1)N3)C(F)(F)F)NC(OC(C)(C)C)=O)O2)(C(F)(F)F)O)C tert-Butyl N-[12-(dimethylcarbamoyl)-6-hydroxy-6,15-bis(trifluoromethyl)-19-oxa-3,4,13,18-tetrazatricyclo[12.3.1.12,5]nonadeca-1(18),2,4,14,16-pentaen-17-yl]carbamate